N4-(2-(6-methylpyridin-2-yl)pyrimidin-4-yl)-N2-(2,3,4,5-tetrahydro-1H-benzo[d]azepin-7-yl)pyrimidine-2,4-diamine CC1=CC=CC(=N1)C1=NC=CC(=N1)NC1=NC(=NC=C1)NC1=CC2=C(CCNCC2)C=C1